FC(F)C(CC(COC1=C(C=CC=C1)CCC1=CC(=CC=C1)OC(F)(F)F)OC)NC(F)(F)F (difluoromethyl)-3-methoxy-4-(2-(3-(trifluoromethoxy)phenethyl)phenoxy)-N-(trifluoromethyl)butan-1-amine